(5s,8s)-N-(4-chloro-2-fluorobenzyl)-5-fluoro-8-hydroxy-8-methyl-5,6,7,8-tetrahydroquinoline-5-carboxamide ClC1=CC(=C(CNC(=O)[C@]2(C=3C=CC=NC3[C@@](CC2)(C)O)F)C=C1)F